OC1=C(C=C(C=C1OC)C=1OC2=CC(=CC(=C2C(C1O)=O)O)O)[O-] 2-hydroxy-3-methoxy-5-(3,5,7-trihydroxy-4-oxo-4H-chromen-2-yl)phenolate